C(C1=CC=CC=C1)/[N+](=C/C1=C(C=CC(=C1)C1=NN(C(C2=CC=CC=C12)=O)C1=CC=C(C=C1)F)OC)/[O-] (Z)-N-Benzyl-1-(5-(3-(4-fluorophenyl)-4-oxo-3,4-dihydrophthalazin-1-yl)-2-methoxyphenyl)methanimine Oxide